CC(=O)N(C)C Dimethylacetamid